OC1=CC=C(C=C1)[C@@H]1[C@H]2[C@@H](C3=CC(=CC=C3O1)O)C[S@@](C2)=O (2S,3aR,4S,9bS)-4-(4-Hydroxy-phenyl)-2-oxo-1,2,3,3a,4,9b-hexahydro-5-oxa-2λ4-thia-cyclopenta[a]naphthalen-8-ol